1,7-bis(4-hydroxy-3-methoxyphenyl)-heptane-3,5-diol OC1=C(C=C(C=C1)CCC(CC(CCC1=CC(=C(C=C1)O)OC)O)O)OC